C(C)(=O)N1CCN(CC1)C=1C=C2CCN(CC2=CC1)CS(=O)(=O)N(C)CC1=CC=C(C=C1)C 6-(4-acetylpiperazin-1-yl)-N-(4-methyl-benzyl)-N-methyl-3,4-dihydroisoquinoline-2(1H)-methanesulfonamide